4-hydroxybutyl (tetrahydro-2H-pyran-4-yl) carbonate C(OCCCCO)(OC1CCOCC1)=O